methyl 4-(1-(((5-((2,4-dimethoxybenzyl)amino)-9-fluoro-7-methoxy-[1,2,4]triazolo[1,5-c]quinazolin-2-yl)methyl)amino)-2,2,2-trifluoroethyl)benzoate COC1=C(CNC2=NC=3C(=CC(=CC3C=3N2N=C(N3)CNC(C(F)(F)F)C3=CC=C(C(=O)OC)C=C3)F)OC)C=CC(=C1)OC